S1C(=CC=C1)C1CC2=C(O1)C(C1=CC=CC=C1C2=O)=O (2-thienyl)-2,3-dihydronaphtho[2,3-b]furan-4,9-dione